N1=CN=CC2=C1C1=C(S2)CCCC1 6,7,8,9-tetrahydrobenzothieno[3,2-d]pyrimidine